N-[(5R,6S)-5-[(3',5'-difluoro[1,1'-biphenyl]-3-yl)methyl]-4-oxo-3-(propan-2-yl)-3,4,5,6,7,8-hexahydroquinazolin-6-yl]cyclopropanesulfonamide FC=1C=C(C=C(C1)F)C1=CC(=CC=C1)C[C@@H]1C=2C(N(C=NC2CC[C@@H]1NS(=O)(=O)C1CC1)C(C)C)=O